8-(tert-butyl) 1-methyl 3-(8-fluoro-7-(3-hydroxynaphthalen-1-yl)-2-(((S)-1-methylpyrrolidin-2-yl)methoxy)pyrido[4,3-d]pyrimidin-4-yl)-3,8-diazabicyclo[3.2.1]octane-1,8-dicarboxylate FC1=C(N=CC2=C1N=C(N=C2N2CC1(CCC(C2)N1C(=O)OC(C)(C)C)C(=O)OC)OC[C@H]1N(CCC1)C)C1=CC(=CC2=CC=CC=C12)O